C(C)(C)(C)NC(=O)NC=1C(=CC2=C(N=C(N=C2)NCCCN2CCNCC2)N1)C1=CC(=CC(=C1)OC)OC 1-(tert-butyl)-3-(6-(3,5-dimethoxyphenyl)-2-((3-(piperazin-1-yl)propyl)amino)pyrido[2,3-d]pyrimidin-7-yl)urea